FC1=C(C=C(C=C1C)N1N=C2C([C@@H](N(CC2)C(=O)OC(C)(C)C)C)=C1NC(C(=C=O)OC)=O)C tert-butyl (S)-2-(4-fluoro-3,5-dimethylphenyl)-3-(2-methoxy-2-carbonylacetamido)-4-methyl-2,4,6,7-tetrahydro-5H-pyrazolo[4,3-c]pyridine-5-carboxylate